FC=1C=C(C=C(C1)OCC(C)C)C1=CC=C(C(=N1)NCCCCC)C(=O)N 6-(3-fluoro-5-isobutoxy-phenyl)-2-(pentylamino)pyridine-3-carboxamide